P(=O)(O)(O)OC[C@]1(O)[C@@H](O)[C@H](O)[C@H](O1)COP(=O)(O)O β-D-fructose 1,6-bisphosphate